ClC1=CC=C(C(=O)OOC(C2=CC=C(C=C2)Cl)=O)C=C1 bis(4-chlorobenzoyl)peroxide